7,8-dimethyl-6-(4,4,5,5-tetramethyl-1,3,2-dioxaborolan-2-yl)-[1,2,4]triazolo[1,5-a]pyridine CC1=C(C=2N(C=C1B1OC(C(O1)(C)C)(C)C)N=CN2)C